C(C)(C)N1CC(C1)NC(=O)OC(CCCCCCCCCCCCCCCCC(=O)O)CCCCCCCCCCCCCCCCC(=O)O.C(C)C1(CNCCC1=O)F 3-ethyl-3-fluoro-4-oxopiperidine 2-(((1-Isopropylazetidin-3-yl)carbamoyl)oxy)propane-1,3-diyl-dipalmitate